FC1=CC=C(C=C1)C1=CC(=C(C(=C1)C)C1C(CC2(C[NH2+]C2)CC1=O)=O)C 7-[4-(4-fluorophenyl)-2,6-dimethyl-phenyl]-2-azoniaspiro[3.5]nonane-6,8-dione